C(#N)C1=CC=C(COC2=NN=C(S2)N2CC(=CC=C2)C2=C(C=CC=C2)C#C)C=C1 N-(5-((4-cyanobenzyl)oxy)-1,3,4-thiadiazol-2-yl)-3-(2-ethynylphenyl)pyridine